5-benzyl-N-(3,5-bis(trifluoromethyl)phenyl)-2-hydroxybenzamide C(C1=CC=CC=C1)C=1C=CC(=C(C(=O)NC2=CC(=CC(=C2)C(F)(F)F)C(F)(F)F)C1)O